2',5'-Bis-O-(tert-butyldimethylsilyl)-4-N-(4,4'-dimethoxytrityl)-5-azacytidine [Si](C)(C)(C(C)(C)C)O[C@H]1[C@@H](O[C@@H]([C@H]1O)CO[Si](C)(C)C(C)(C)C)N1C(=O)N=C(NC(C2=CC=C(C=C2)OC)(C2=CC=C(C=C2)OC)C2=CC=CC=C2)N=C1